C(CCCCCCCCCCCCCCC)[NH2]=O Cetyl-Amine Oxide